C(C1=CC=CC=C1)N1CC=2C(=C(N=C(C2CC1)Cl)Cl)C#N 6-benzyl-1,3-dichloro-5,6,7,8-tetrahydro-[2,6]naphthyridine-4-carbonitrile